[Si](C1=CC=CC=C1)(C1=CC=CC=C1)(C(C)(C)C)OCCCC=1C(=C2C=NN(C2=CC1Cl)C1OCCCC1)B1OC(C(O1)(C)C)(C)C 5-(3-((tert-Butyldiphenylsilyl)oxy)propyl)-6-chloro-1-(tetrahydro-2H-pyran-2-yl)-4-(4,4,5,5-tetramethyl-1,3,2-dioxaborolan-2-yl)-1H-indazole